I(=O)(=O)[O-].[Na+] sodium Monoiodate